CC(=O)C1CNCCN1C(=O)C Diacetylpiperazin